Cl[Ru-4](=CCCC1=NC=CC=C1)(=C1N(CCN1C1=C(C=C(C=C1C)C)C)C1=C(C=C(C=C1C)C)C)Cl dichloro[1,3-bis(2,4,6-trimethylphenyl)-2-imidazolidinylidene][3-(2-pyridinyl)propylidene]ruthenium (II)